C(C)(C)(C)P(C1=C(C=CC=C1)C1=CC=CC=C1)C(C)(C)C 2-(di-Tert-butylphosphino)biphenyl